2,5-dioxopyrrolidin-1-yl 2-(cyclooct-4-en-1-yloxy)-2-phenylacetate C1(CCC=CCCC1)OC(C(=O)ON1C(CCC1=O)=O)C1=CC=CC=C1